1-benzyl-1,5-naphthyridin C(C1=CC=CC=C1)N1CC=CC2=NC=CC=C12